N1=CC=CC2=CC=CC(=C12)C1CC(C1)O (1s,3s)-3-(quinolin-8-yl)cyclobutan-1-ol